[2-chloro-3-(3-methylisoxazol-4-yl)phenyl]methanon ClC1=C(C=CC=C1C=1C(=NOC1)C)C=O